ClC=1C=C(C=C(C1)NS(=O)(=O)C)NC(=O)C1=CN(C(=C1)C1=NC=C(C=C1OCC1=CC(=CC2=C1N=C(O2)C)F)F)C N-(3-chloro-5-(methylsulfonamido)phenyl)-5-(5-fluoro-3-((6-fluoro-2-methylbenzo[d]oxazol-4-yl)methoxy)pyridin-2-yl)-1-methyl-1H-pyrrole-3-carboxamide